CC1COS(=O)(=O)C1 4-methyloxathiolane 2,2-dioxide